C1(=CC=CC=2C3=CC=CC=C3C=CC12)S(=O)(=O)O 1-phenanthrenesulfonic acid